1-(6-chloro-3-pyridylmethyl)-1,2,3,5,6,7-hexahydro-7-methyl-8-nitro-5-propoxyimidazo[1,2-a]pyridine ClC1=CC=C(C=N1)CN1CCN2C1=C(C(CC2OCCC)C)[N+](=O)[O-]